C(CCCCCC)NCCCCCCCCCN N-heptylnonane-1,9-diamine